BrC=1C=CC(=C2C=CC=NC12)N1C[C@@H](O[C@@H](C1)C)C(=O)O (2R,6R)-4-(8-bromo-5-quinolyl)-6-methyl-morpholine-2-carboxylic acid